3-((4-Cyanophenoxy)methyl)-1-((2,4-dichlorophenyl)sulfonyl)-N-methyl-N-(2-(methylamino)ethyl)azetidine-3-carboxamide C(#N)C1=CC=C(OCC2(CN(C2)S(=O)(=O)C2=C(C=C(C=C2)Cl)Cl)C(=O)N(CCNC)C)C=C1